2-[4-[3-(6-Amino-3-pyridyl)isoxazolidine-2-carbonyl]-1-piperidyl]pyrimidine-4-carboxamide NC1=CC=C(C=N1)C1N(OCC1)C(=O)C1CCN(CC1)C1=NC=CC(=N1)C(=O)N